2-(3'-ethoxy-4'-(7-oxo-6,7-dihydro-3H-[1,2,3]triazolo[4,5-d]pyrimidin-5-yl)-[1,1'-biphenyl]-3-yl)propionic acid C(C)OC=1C=C(C=CC1C=1NC(C2=C(N1)NN=N2)=O)C2=CC(=CC=C2)C(C(=O)O)C